ClC1=NC=C(C(=N1)N1C(=NC(=C1)C)C#N)F 1-(2-chloro-5-fluoropyrimidin-4-yl)-4-methyl-1H-imidazole-2-carbonitrile